N-(3-bromophenyl)-5-methyl-1H-benzimidazole-2-carboxamide BrC=1C=C(C=CC1)NC(=O)C1=NC2=C(N1)C=CC(=C2)C